bis(5-hydroxybiphenyl-2-yl)benzene OC=1C=CC(=C(C1)C1=CC=CC=C1)C1=C(C=CC=C1)C1=C(C=C(C=C1)O)C1=CC=CC=C1